OC1=CC=C2[C@H]([C@H](COC2=C1)C1=CC=CC=C1)C1=C(C=C(C=C1)N1CCC(CC1)CN1CCC(CC1)C1=CC=C(C=C1)N[C@@H]1C(NC(CC1)=O)=O)OC (S)-3-((4-(1-((1-(4-((3S,4R)-7-hydroxy-3-phenylchroman-4-yl)-3-methoxyphenyl)piperidin-4-yl)methyl)piperidin-4-yl)phenyl)amino)piperidine-2,6-dione